CN1C2CN(C(C1)C2)C2=NC1=C(N2C(=O)NCC#CC(C)C)C=CC=C1 (5-Methyl-2,5-diazabicyclo[2.2.1]heptan-2-yl)-N-(4-methylpent-2-ynyl)-1H-benzo[d]imidazole-1-carboxamide